NC1=NC=C(C2=C1C=NN2COCC[Si](C)(C)C)NC(C(N2[C@H](CC[C@@H](C2)C)C2=CC(=C(C=C2)F)F)=O)=O N-[4-amino-1-(2-trimethylsilylethoxymethyl)pyrazolo[4,3-c]pyridin-7-yl]-2-oxo-2-[(2R,5S)-2-(3,4-difluorophenyl)-5-methyl-1-piperidyl]acetamide